(1r,2s)-rel-2-(3,4-difluorophenyl)cyclopropylamine hydrochloride Cl.FC=1C=C(C=CC1F)[C@H]1[C@@H](C1)N |o1:9,10|